FC1=CC=C(CN2C(=NC=3N(C(N(C(C23)=O)CCCO)=O)C)OC2=C(C=CC=C2)C)C=C1 7-(4-fluorobenzyl)-1-(3-hydroxypropyl)-3-methyl-8-(o-tolyloxy)-1H-purine-2,6(3H,7H)-dione